FC=1C=C(C=C(C1NC([C@@H]1N(CCC1)C(NC1=CC=C(C=C1)C(C)C)=O)=O)F)C1=CC=C(C=C1)C(=O)O 3',5'-difluoro-4'-[(1-{[4-(propan-2-yl)phenyl]carbamoyl}-D-prolyl)amino][1,1'-biphenyl]-4-carboxylic acid